N-[(1S)-1-(4-bromophenyl)ethyl]-N-methylcarbamic acid tert-butyl ester C(C)(C)(C)OC(N(C)[C@@H](C)C1=CC=C(C=C1)Br)=O